C([C@H]([C@@H]([C@@H]([C@H](C=O)OP(=O)(O)O)O)O)O)O phosphogalactose